7-methoxy-furo[3,2-b]pyridine-2-carboxylic acid ethyl ester C(C)OC(=O)C1=CC2=NC=CC(=C2O1)OC